(R)-6-chloro-3-((1-(2-cyano-3-(3,3-difluoropyrrolidin-1-yl)-7-methylquinoxalin-5-yl)ethyl)amino)picolinic acid ClC1=CC=C(C(=N1)C(=O)O)N[C@H](C)C1=C2N=C(C(=NC2=CC(=C1)C)C#N)N1CC(CC1)(F)F